C1(=CC(=CC=C1)NS(=O)(=O)C1=C(C=CC=C1)NC(=O)NS(=O)(=O)C1=CC=C(C)C=C1)C N-(3-tolyl)-2-(3-tosylureido)benzenesulfonamide